N1(C=NC=C1)[C@H](COC=1C=CC=C2C=C(N(C12)CC1CC1)C1=NC=2C(=CC=3CCN(C(C3C2)=O)C[C@@H](CF)N)N1C)C 2-(7-((S)-2-(1H-imidazol-1-yl)propoxy)-1-(cyclopropylmethyl)-1H-indol-2-yl)-6-((S)-2-amino-3-fluoropropyl)-1-methyl-1,6,7,8-tetrahydro-5H-imidazo[4,5-g]isoquinolin-5-one